C(C)N1C(=NC2=NC(=C(C=C21)C2=NN=NN2)OC)C(O)(C2=C(C(=C(C(=C2[2H])[2H])[2H])[2H])[2H])C2=C(C(=C(C(=C2[2H])[2H])[2H])[2H])[2H] [1-ethyl-5-methoxy-6-(1H-1,2,3,4-tetrazol-5-yl)-1H-imidazo[4,5-b]pyridin-2-yl]bis[(2,3,4,5,6-2H5)phenyl]methanol